BrC=1C=C(C(=NC1)C)CO (5-bromo-2-methyl-3-pyridyl)Methanol